CCC(CC=O)=O pentane-3,5-dione